NC1=NC=NN2C1=NC=C2C=2C=C(C=CC2C)S(=O)(=O)N[C@@H]2C[C@H](C2)CO 3-(4-Aminoimidazo[2,1-f][1,2,4]triazin-7-yl)-N-[trans-3-(hydroxymethyl)cyclobutyl]-4-methylbenzenesulfonamide